FC1=CC=C(C=C1)C1=C(N=C(N1)C1=CC=C(C=C1)S(=O)C)C1=CC=NC=C1 4-[5-(4-fluorophenyl)-2-(4-methylsulfinyl-phenyl)-1H-imidazol-4-yl]-pyridine